C[C@H]1CC[C@@H](N(C1)C(=O)OC(C)(C)C)C1=CC=C(C=C1)NC1CCN(CC1)C tert-Butyl (2R,5S)-5-methyl-2-[4-[(1-methyl-4-piperidyl) amino]phenyl]piperidine-1-carboxylate